C1(CC1)C1=CC=C(C=C1)C1=CC=C(C=C1)CCCNC=1C2=C(N=C(N1)C1=COC=C1)SC(=C2)C N-(3-(4'-cyclopropyl-[1,1'-biphenyl]-4-yl)propyl)-2-(furan-3-yl)-6-methylthieno[2,3-d]pyrimidin-4-amine